3,3'-((8-((1-((3-(1H-imidazol-1-yl)propyl)amino)-4-((3-((8-methylnonyl)oxy)-3-oxopropyl)thio)-1-oxobutan-2-yl)amino)-8-oxooctane-1,3-diyl)bis(sulfanediyl))dipropionate N1(C=NC=C1)CCCNC(C(CCSCCC(=O)OCCCCCCCC(C)C)NC(CCCCC(CCSCCC(=O)[O-])SCCC(=O)[O-])=O)=O